C1(=CC=CC=C1)C(CC)C1=CC=CC=2N=C(NC21)C2=C(C=CC=C2)C 1-Phenylpropyl-2-(o-tolyl)-benzo[d]imidazole